C(=C)C=1N(C=CN1)C 2-vinyl-1-methyl-imidazole